tert-butyl ((cis)-3-(2-(4,4-dimethylpiperidin-1-yl)-2-oxoethyl)cyclobutyl)carbamate CC1(CCN(CC1)C(C[C@H]1C[C@H](C1)NC(OC(C)(C)C)=O)=O)C